cis-N-(4-chloro-3-cyclobutylphenyl)-3-methyl-6-azabicyclo[3.1.1]heptane-6-carboxamide ClC1=C(C=C(C=C1)NC(=O)N1C2CC(CC1C2)C)C2CCC2